C(C1=CC=CC=C1)N1[C@@H]2CC[C@H]([C@H](C1)OC1=CC(=CC=C1)C#N)C2 (1R,4R,5S)-2-benzyl-4-(3-cyanophenoxy)-2-azabicyclo[3.2.1]octane